methyl 1-(2-((tert-butyldimethylsilyl) oxy) ethyl)-3-ethoxy-1H-pyrazole-5-carboxylate [Si](C)(C)(C(C)(C)C)OCCN1N=C(C=C1C(=O)OC)OCC